ClC=1N=C(C2=C(N1)C(=C(N=C2)C2=CC(=CC1=CC=C(C(=C21)CC)F)OCOC)F)N2CC1(CCO1)CCC2 6-(2-chloro-7-(8-ethyl-7-fluoro-3-(methoxymethoxy)naphthalen-1-yl)-8-fluoropyrido[4,3-d]pyrimidin-4-yl)-1-oxa-6-azaspiro[3.5]nonane